C(CCC(=O)[O-])(=O)ON[C@@H](CCCNC(N)=N)C(=O)O L-arginino succinate